6-(3-((3,5-difluorophenoxy)methyl)piperidin-1-yl)-1-(oxetan-3-yl)-1H-pyrazolo[3,4-b]pyrazine FC=1C=C(OCC2CN(CCC2)C2=CN=C3C(=N2)N(N=C3)C3COC3)C=C(C1)F